C(#N)CC1N(CCN(C1)C=1C2=C(N=C(N1)OC[C@H]1N(CCC1)C)CN(CC2)C=2C=NC=CC2C#N)C(=O)OCC2=CC=CC=C2 benzyl 2-(cyanomethyl)-4-[7-(4-cyano-3-pyridyl)-2-[[(2S)-1-methylpyrrolidin-2-yl]methoxy]-6,8-dihydro-5H-pyrido[3,4-d]pyrimidin-4-yl]piperazine-1-carboxylate